CN1CN(CC1=O)C(=O)[O-] 3-methyl-4-oxoimidazolidine-1-carboxylate